C(C)(=O)C1=C2C=C(C(=NC2=CC(=C1)C)C#N)O 5-acetyl-3-hydroxy-7-methylquinoline-2-carbonitrile